FC(C1=NC2=C(N1CC1=CC=C(C=C1)CS(=O)(=O)O)C=CC=C2)(F)F.CS(=O)(=O)NC=2C=C1C=C(NC1=CC2)C2=CC=CC=1N2N=C(N1)NC(=O)C1CC1 N-[5-(5-methanesulfonamido-1H-indol-2-yl)-[1,2,4]triazolo[1,5-a]pyridin-2-yl]cyclopropanecarboxamide 4-((2-(trifluoromethyl)-1H-benzo[d]imidazol-1-yl)methyl)phenyl-methanesulfonate